FC(C(C(C(C(C(C(F)(F)F)(F)F)(F)F)(F)F)(F)F)(F)F)(S(=O)(=O)[O-])F.[Na+] sodium perfluoro-1-heptanesulfonate